O1CCN(CC1)C=1SC(=CN1)C1=CNC2=NC=C3C(=C21)NC(N3)=O 8-(2-morpholinothiazol-5-yl)-3,6-dihydroimidazo[4,5-d]pyrrolo[2,3-b]pyridin-2(1H)-one